C1(CC1)N1N=CC(=C1)C=1C=C(C=2N=CN=C(C2N1)N[C@@H]1CNC[C@H](C1)F)C(=O)N 6-(1-cyclopropyl-1H-pyrazol-4-yl)-4-(((3S,5S)-5-fluoropiperidin-3-yl)amino)pyrido[3,2-d]pyrimidine-8-carboxamide